N,N-dimethyl-benzyl-amine CN(C)CC1=CC=CC=C1